3-methoxy-2-morpholinoaniline COC=1C(=C(N)C=CC1)N1CCOCC1